6-[1-[[4-[5-(difluoromethyl)-1,3,4-oxadiazol-2-yl]-2,3-difluorophenyl]methyl]triazol-4-yl]-1,3-benzothiazol-2-amine FC(C1=NN=C(O1)C1=C(C(=C(C=C1)CN1N=NC(=C1)C1=CC2=C(N=C(S2)N)C=C1)F)F)F